3,8-dimethoxy-6H-isochromeno[4,3-b]pyridin-6-one COC=1C=C2C(=NC1)C=1C=CC(=CC1C(O2)=O)OC